[Si](C)(C)(C(C)(C)C)OCC1=C(C=C(C=C1)NC(C1=C(C=C(C=C1)C#N)C)=O)C(F)(F)F N-[4-({[tert-Butyl(dimethyl)silyl]oxy}methyl)-3-(trifluoromethyl)phenyl]-4-cyano-2-methylbenzamide